6-Ethyl-3-phenyl-N-(pyridin-2-ylmethyl)-3,6-dihydro-2H-1,2,6-thiadiazine-4-carboxamide 1,1-dioxide C(C)N1C=C(C(NS1(=O)=O)C1=CC=CC=C1)C(=O)NCC1=NC=CC=C1